N1C(C(C2=CC=C3C(=C12)CCO3)=O)=O 7,8-Dihydro-1H-furo[2,3-g]indole-2,3-dione